2-((2-((4-(6-((4-chloro-2-fluorobenzyl)oxy)pyridin-2-yl)piperidin-1-yl)methyl)-1-(oxetan-2-ylmethyl)-1H-imidazol-5-yl)methylene)-4-methoxybutanoic acid ClC1=CC(=C(COC2=CC=CC(=N2)C2CCN(CC2)CC=2N(C(=CN2)C=C(C(=O)O)CCOC)CC2OCC2)C=C1)F